CN1CCN(CC1)C1=C(C=C(C=C1)NC1=NC=NC(=C1)N1OCC[C@@H]1C1=CC(=CC=C1)C(F)(F)F)NC(C=C)=O (R)-N-(2-(4-methylpiperazin-1-yl)-5-((6-(3-(3-(trifluoromethyl)phenyl)isoxazolidine-2-yl)pyrimidin-4-yl)amino)phenyl)acrylamide